BrC=1C=C(C=CC1)C(C(=O)OCC)(C)C ethyl 2-(3-bromophenyl)-2-methylpropanoate